COC(=O)C1=CC=C2C=NN(C2=C1)CC1COC1.BrC=1C=CC(=NC1)C1(COC1)OC 5-bromo-2-(3-methoxyoxetan-3-yl)pyridine Methyl-1-(oxetan-3-ylmethyl)-1H-indazole-6-carboxylate